C(C)OC(C1=C(C=CC(=C1)OC)CC(=O)OCC)=O.CC1=C(C(=NO1)OC[C@@H]1N(CCCC1)C)C1=CC=2N(C=C1)N=C(C2)NC(=O)C2CC2 N-[5-[5-methyl-3-[[(2R)-1-methyl-2-piperidyl]methoxy]isoxazol-4-yl]pyrazolo[1,5-a]pyridin-2-yl]cyclopropanecarboxamide Ethyl-2-(2-ethoxy-2-oxoethyl)-5-methoxybenzoate